2-(((2R,3R,4S,5R)-5-(6-amino-2-chloro-9H-purin-9-yl)-4-fluoro-3-hydroxytetrahydrofuran-2-yl)methoxy)-2-(4-(methylsulfonyl)benzyl)malonic acid NC1=C2N=CN(C2=NC(=N1)Cl)[C@H]1[C@H]([C@@H]([C@H](O1)COC(C(=O)O)(C(=O)O)CC1=CC=C(C=C1)S(=O)(=O)C)O)F